N4-(imidazo[1,2-a]pyridin-2-ylmethyl)-1-methyl-1H-benzo[d]imidazole-2,4-diamine N=1C(=CN2C1C=CC=C2)CNC2=CC=CC=1N(C(=NC12)N)C